1,3-dibutenyloxy-2-propanol C(=CCC)OCC(COC=CCC)O